ClC1=C(C(=CC=C1)F)C1=NOC(=C1C([2H])([2H])I)C=1C=NN(C1C(F)(F)F)C1=CC(=CC=C1)Cl 3-(2-Chloro-6-fluorophenyl)-5-(1-(3-chlorophenyl)-5-(trifluoromethyl)-1H-pyrazol-4-yl)-4-(iodomethyl-d2)isoxazole